FC(CC)(F)C=1C=C(C=CC1)NC(=O)C1C(=NN(C1=O)C1=CC=C2C=CN(C2=C1)C1=CC=CC=C1)C N-[3-(1,1-difluoropropyl)phenyl]-3-methyl-5-oxo-1-(1-phenylindol-6-yl)-4H-pyrazole-4-carboxamide